C(C)(=O)OC1=C2C(=CNC2=CC=C1)CCN(CC)CC=C 3-(2-(allyl (ethyl) amino) ethyl)-1H-indol-4-yl acetate